(6-chloro-4-methylpyridin-3-yl)ethan-1-ol tert-butyl-3-({3-[2-(tert-butoxy)-2-oxoethyl]-8-fluoro-4-oxoquinazolin-6-yl}amino)-3-(2,3-dichloro-6-fluorophenyl)azetidine-1-carboxylate C(C)(C)(C)C1N(CC1(C1=C(C(=CC=C1F)Cl)Cl)NC=1C=C2C(N(C=NC2=C(C1)F)CC(=O)OC(C)(C)C)=O)C(=O)OC(C)C=1C=NC(=CC1C)Cl